4-[3-(3-tertiary butyl-4-pyrrolidin-1-yl-phenyl)-4-(2-hydroxyethoxy)phenyl]benzoic acid C(C)(C)(C)C=1C=C(C=CC1N1CCCC1)C=1C=C(C=CC1OCCO)C1=CC=C(C(=O)O)C=C1